(-)-cis-6-(4-((S or R)-1-(2-chloro-4-fluorophenoxy)ethyl)piperidine-1-carbonyl)hexahydro-2H-pyrido[4,3-b][1,4]oxazin-3(4H)-one ClC1=C(O[C@@H](C)C2CCN(CC2)C(=O)N2C[C@@H]3[C@@H](OCC(N3)=O)CC2)C=CC(=C1)F |o1:4|